C(C)OC(CCC(=O)N1CC2=CC(=C(C=C2C1)OCCCOC=1C=C2CN(CC2=CC1OC)C(CCC(=O)O)=O)OC)=O 4-(5-(3-((2-(4-ethoxy-4-oxobutanoyl)-6-methoxyisoindolin-5-yl)oxy)propoxy)-6-methoxyisoindolin-2-yl)-4-oxobutanoic acid